ClC1=CC=2N(C=C1C(F)(F)F)C(=CN2)C2=NC=CC(=N2)N2C[C@H](O[C@@H](C2)C=2C(=NNC2)C)C (2R,6R)-4-(2-(7-chloro-6-(trifluoromethyl)imidazo[1,2-a]pyridin-3-yl)pyrimidin-4-yl)-2-methyl-6-(3-methyl-1H-pyrazol-4-yl)morpholine